NC1=NC=C(C2=C1C(=C(N2C)C2=C(C=C(C=C2)NC(C=C)=O)C)C2=CC=C(C=C2)OC2=NC(=CC=C2)C)C#N N-(4-(4-amino-7-cyano-1-methyl-3-(4-((6-methylpyridin-2-yl)oxy)phenyl)-1H-pyrrolo[3,2-c]pyridin-2-yl)-3-methylphenyl)acrylamide